CC(C)=C1CCC(CC1)N1CCC(CC1)N1C(=C(C2=CC=CC=C12)CN1CCCC1)CNS(=O)(=O)C N-((1-(1-(4-(propan-2-ylidene)cyclohexyl)piperidin-4-yl)-3-(pyrrolidin-1-ylmethyl)-1H-indol-2-yl)methyl)methanesulfonamide